ClC=1C=C(C=NC1N1N=CC=N1)NC(=O)C=1C=NN(C1C(F)(F)F)C1=CN=C(C2=CC=CC=C12)[C@@H](C)O (R)-N-(5-Chloro-6-(2H-1,2,3-triazol-2-yl)pyridin-3-yl)-1-(1-(1-hydroxyethyl)-isochinolin-4-yl)-5-(trifluoromethyl)-1H-pyrazol-4-carboxamid